tert-butyl N-(2-[3-[1-(2,6-dioxopiperidin-3-yl)-3-methyl-2-oxo-2,3-dihydro-1H-1,3-benzodiazol-5-yl]propoxy]ethyl)carbamate O=C1NC(CCC1N1C(N(C2=C1C=CC(=C2)CCCOCCNC(OC(C)(C)C)=O)C)=O)=O